2-[6-(4-acetylpiperazin-1-yl)-4-oxoquinazolin-3-yl]-N-[(6-chloropyridin-3-yl)methyl]acetamide C(C)(=O)N1CCN(CC1)C=1C=C2C(N(C=NC2=CC1)CC(=O)NCC=1C=NC(=CC1)Cl)=O